butyltin tri-methoxide C[O-].C[O-].C[O-].C(CCC)[Sn+3]